FC1(C[C@H](NC1=O)COC1=NC=C(C2=CC(=C(C=C12)OC(C)C)C(=O)N)C=1C=NN(C1)C1CC(C1)N(C)C)F 1-(((S)-4,4-difluoro-5-oxopyrrolidin-2-yl)methoxy)-4-(1-((1s,3R)-3-(dimethylamino)cyclobutyl)-1H-pyrazol-4-yl)-7-isopropoxyisoquinoline-6-carboxamide